ClC1=NC=CC(=C1NC(OC(C)(C)C)=O)C1=NC(=CC=C1F)F tert-butyl (2'-chloro-3,6-difluoro-[2,4'-bipyridin]-3'-yl)carbamate